2-amino-N-(5-(5-chloro-2-methoxyphenyl)-1-(2-morpholino-2-oxoethyl)-1H-pyrazol-4-yl)pyrazolo[1,5-a]pyrimidine-3-carboxamide NC1=NN2C(N=CC=C2)=C1C(=O)NC=1C=NN(C1C1=C(C=CC(=C1)Cl)OC)CC(=O)N1CCOCC1